Valinyl-N-methyl-L-phenylalanyl-anthranyl-L-alanine N[C@@H](C(C)C)C(=O)N([C@@H](CC1=CC=CC=C1)C(=O)N([C@@H](C)C(=O)O)C1=CC=CC2=CC3=CC=CC=C3C=C12)C